[C@H]12CN(C[C@H](CC1)N2)C=2C1=C(N=CN2)NC=C1C 4-((1R,5S)-3,8-diazabicyclo[3.2.1]octan-3-yl)-5-methyl-7H-pyrrolo[2,3-d]pyrimidine